5-chloro-1-((2-(trimethylsilyl)ethoxy)methyl)-1H-pyrazolo[4,3-b]pyridine ClC1=CC=C2C(=N1)C=NN2COCC[Si](C)(C)C